1-(4-allyloxy-6-fluoro-2-pyridyl)-5-methyl-pyrazole-3-carbonitrile C(C=C)OC1=CC(=NC(=C1)F)N1N=C(C=C1C)C#N